C(C)(C)(C)OC(CC1CCNC1)=O 4-(2-(tert-butoxy)-2-oxoethyl)pyrrolidine